O=C1NC(CCC1C=1C=CC(=NC1)N1CCN(CCC1)C(=O)OC(C)(C)C)=O tert-butyl 4-(5-(2,6-dioxopiperidin-3-yl)pyridin-2-yl)-1,4-diazepane-1-carboxylate